FC(COC(C(=O)Cl)=O)(F)F.O1CCCC2=C(C=CC=C12)CN(C(C(=O)OCC(F)(F)F)=O)CC1=NC=CC=C1 2,2,2-trifluoroethyl 2-[chroman-5-ylmethyl(2-pyridylmethyl)amino]-2-oxo-acetate 2,2,2-trifluoroethyl-2-chloro-2-oxo-acetate